C(C)(C)(C)C=1C=C(C=C(C1)C(C)(C)C)C1=CC=C(C=C1)C1=CC=C(C=C1)C1=CC=C(C=C1)C1=CC(=CC(=C1)C(C)(C)C)C(C)(C)C 3,5,3'''',5''''-tetra-t-butyl-p-quinquephenyl